NC(C([C@H](C[C@H]1C(NCC1)=O)NC(=O)[C@@H]1[C@H]2C([C@H]2CN1C([C@H](C(C)(C)C)NC(CC(C)(C)C)=O)=O)(C)C)=O)=O (1R,2S,5S)-N-((S)-4-amino-3,4-dioxo-1-((S)-2-oxopyrrolidin-3-yl)butan-2-yl)-3-((S)-2-(3,3-dimethylbutanamido)-3,3-dimethylbutanoyl)-6,6-dimethyl-3-azabicyclo[3.1.0]hexane-2-carboxamide